C(C)OC1=CC=C(C=N1)C1=C(C#N)C=C(C=C1F)[N+](=O)[O-] 2-(6-ethoxypyrid-3-yl)-3-fluoro-5-nitrobenzonitrile